C1CC12N(CCNC2)C(=O)OC(C)(C)C Tert-butyl 4,7-diazaspiro[2.5]octane-4-carboxylate